C(C1=CC=CC=C1)N1C(C(=NC2=CC(=CC=C12)NC(=O)NC(C)(C)C)C)=O 1-(1-benzyl-3-methyl-2-oxoquinoxalin-6-yl)-3-tert-butylurea